(2R,3S,4R,5R)-5-(3-amino-5-methyl-1,4,5,6,8-pentaazaacenaphthylen-1(5H)-yl)-3,4-dihydroxytetrahydrofuran NC=1C2=CN(C=3N=CN=C(N(N1)C)C32)[C@H]3[C@@H]([C@H](CO3)O)O